(-)-7-(4-butoxy-1-hydroxynaphthalen-2-yl)-6,7-dihydrodibenzo[d,f][1,2]thiazepine 5,5-dioxide C(CCC)OC1=CC(=C(C2=CC=CC=C12)O)C1NS(C2=C(C3=C1C=CC=C3)C=CC=C2)(=O)=O